N[C@H](C(CCN1C[C@@H](N(CC1)C(=O)OC(C)(C)C)C(=O)OC)(C)C)C(=O)OCC1=CC=CC=C1 (R)-1-tert-butyl 2-methyl 4-((R)-4-amino-5-(benzyloxy)-3,3-dimethyl-5-oxopentyl)piperazine-1,2-dicarboxylate